2-(2-cyclopropylphenyl)-4-fluoropyrrolidine C1(CC1)C1=C(C=CC=C1)C1NCC(C1)F